C1(CCC1)CNCC=1NC2=CC(=CC=C2C1)CN1N=NC(=C1)C=1C=2N(C=C(C1)OC)C=NC2 N-(cyclobutylmethyl)-1-[6-[[4-(6-methoxyimidazo[1,5-a]pyridin-8-yl)triazol-1-yl]methyl]-1H-indol-2-yl]methylamine